(R)-1-(3-(difluoromethoxy)phenyl)-3-(isoquinolin-4-yl)-2-oxoimidazolidine-4-carbonitrile FC(OC=1C=C(C=CC1)N1C(N([C@H](C1)C#N)C1=CN=CC2=CC=CC=C12)=O)F